6-{3-[(5-Fluoropyridin-2-yl)methoxy]-7-oxo-5H,6H,7H-pyrrolo[3,4-b]pyridin-6-yl}-2-methyl-2,3-dihydropyridazin-3-one FC=1C=CC(=NC1)COC=1C=C2C(=NC1)C(N(C2)C=2C=CC(N(N2)C)=O)=O